1,3-oxazolin-5-on O1C=NCC1=O